tert-butyl 4-(methylcarbamoyl)azocane-1-carboxylate CNC(=O)C1CCN(CCCC1)C(=O)OC(C)(C)C